O[N-]C(CCC1=CC=CC=C1)=O hydroxyphenylpropionylamide